(S)-2-((((9H-fluoren-9-yl)methoxy)carbonyl)amino)-2-methyl-3-(1-trityl-1H-imidazol-4-yl)propanoic acid C1=CC=CC=2C3=CC=CC=C3C(C12)COC(=O)N[C@](C(=O)O)(CC=1N=CN(C1)C(C1=CC=CC=C1)(C1=CC=CC=C1)C1=CC=CC=C1)C